CC(C=CC(C)=O)C 5-methyl-3-hexenone